(E)-3-(1,3-benzodioxol-5-yl)-N-(2-methylsulfanyl-ethyl)-N-(1H-pyrazol-3-yl)prop-2-enamide O1COC2=C1C=CC(=C2)/C=C/C(=O)N(C2=NNC=C2)CCSC